1-({6-[4-(difluoromethyl)-2-fluorophenoxy]pyridin-3-yl}methyl)-4-hydroxy-5-methylpyrrolidine-2-one FC(C1=CC(=C(OC2=CC=C(C=N2)CN2C(CC(C2C)O)=O)C=C1)F)F